C(C)(C)(C)OOC(=O)NCCCN1N=CC(=C1)C1=CC=C(OCC(C(=O)OC(C)(C)C)(C)ON2C(C3=CC=CC=C3C2=O)=O)C=C1 tert-butyl 3-(4-(1-(3-((tert-butoxycarboxyl)amino)propyl)-1H-pyrazol-4-yl)phenoxy)-2-((1,3-dioxoisoindolin-2-yl)oxy)-2-methylpropanoate